C1(CC1)N1C(=NC2=NC=C(C=C21)C=2C=CN1N=CN=C(C12)OC1CC(C1)OC)C 1-cyclopropyl-6-(4-(3-methoxycyclobutoxy)pyrrolo[2,1-f][1,2,4]triazin-5-yl)-2-methylimidazo[4,5-b]pyridine